FC(OC1=C(C=C2C(=NC=NC2=C1)C=1C(=NN(C1)C)C1=CC=CC=C1)NC(=O)C1CC1)F N-(7-(difluoromethoxy)-4-(1-methyl-3-phenyl-1H-pyrazol-4-yl)quinazolin-6-yl)cyclopropanecarboxamide